N-[6-(2-chloro-5-fluorophenyl)-8-oxo-7,8-dihydro-6H-pyrrolo[4,3-b]imidazo[4,3-f]pyridin-5-yl]-5-fluoro-3-(trifluoromethyl)benzamide ClC1=C(C=C(C=C1)F)C1NC(C=2N3C(C=C(C21)NC(C2=CC(=CC(=C2)F)C(F)(F)F)=O)=CN=C3)=O